(Z)-3-((3,5-dimethyl-1H-pyrrol-2-yl)methylene)-2-oxo-1-(2-(piperidin-4-yl)ethyl)-N-(prop-2-yn-1-yl)indole-6-carboxamide hydrochloride Cl.CC1=C(NC(=C1)C)\C=C\1/C(N(C2=CC(=CC=C12)C(=O)NCC#C)CCC1CCNCC1)=O